C(CCC)C1=CC(=C(C=C1)NC(C)=O)C N-(4-butyl-2-methylphenyl)acetamide